FC1=C(C=CC(=C1)[N+](=O)[O-])N1CC(OCC1)COC=1C=NC=NC1 5-((4-(2-fluoro-4-nitrophenyl)morpholin-2-yl)methoxy)pyrimidine